4-(((4-methylpiperazin-1-yl)methyl)-1H-1,2,3-triazol-1-yl)aniline CN1CCN(CC1)CC=1N=NN(C1)C1=CC=C(N)C=C1